3-bromo-5-(3-chloro-2-fluoro-phenoxy)-1-(2,2,2-trifluoroethyl)-1,2,4-triazole BrC1=NN(C(=N1)OC1=C(C(=CC=C1)Cl)F)CC(F)(F)F